C(#N)CCN(CC(CCC)C)C N-(2-cyanoethyl)-N-methyl-N-(2-methylpent-1-yl)-amine